2-(morpholin-4-yl)-4-(3-oxa-8-azabicyclo[3.2.1]oct-8-yl)-8-(1H-pyrazol-5-yl)-1,7-naphthyridine N1(CCOCC1)C1=NC2=C(N=CC=C2C(=C1)N1C2COCC1CC2)C2=CC=NN2